5-(2-(3-((2-oxaspiro[3.3]heptan-6-yl)oxy)-4,5-difluorophenyl)cyclopropyl)-2,2'-bipyrimidine C1OCC12CC(C2)OC=2C=C(C=C(C2F)F)C2C(C2)C=2C=NC(=NC2)C2=NC=CC=N2